BrC1=NC=CC(=C1)N(C1=CC=CC=C1)C1=CC=CC=C1 2-bromo-N,N-diphenylpyridine-4-amine